hexa(2-hydroxyethyl)cyclotriphosphazeneN OCCP1N(P(=NP(=N1)(CCO)CCO)(CCO)CCO)CCO